tert-Butyl N-[2-[3-[(R or S)-phenyl(4-piperidyl)methyl]phenoxy]ethyl]carbamate C1(=CC=CC=C1)[C@H](C=1C=C(OCCNC(OC(C)(C)C)=O)C=CC1)C1CCNCC1 |o1:6|